NCCCNC1=NC(=NC(=C1)C)NC(=O)NC1=CC=C2C=CN=CC2=C1 1-(4-((3-aminopropyl)amino)-6-methylpyrimidin-2-yl)-3-(isoquinolin-7-yl)urea